(R)-2,3-dimethyl-6-(2-(2-methylpyridin-4-yl)morpholino)-8-(6-(trifluoromethyl)pyridin-3-yl)pyrido[3,4-d]pyrimidin-4(3H)-one CC=1N(C(C2=C(N1)C(=NC(=C2)N2C[C@H](OCC2)C2=CC(=NC=C2)C)C=2C=NC(=CC2)C(F)(F)F)=O)C